2-(methylthio)pyrimidine-5-carbaldehyde CSC1=NC=C(C=N1)C=O